Ethyl 5-[[4-[[2-[[N,N'-bis(tert-butoxycarbonyl)carbamimidoyl]amino]acetyl]amino]phenyl]sulfonylamino]thiazole-4-carboxylate C(C)(C)(C)OC(=O)NC(=NC(=O)OC(C)(C)C)NCC(=O)NC1=CC=C(C=C1)S(=O)(=O)NC1=C(N=CS1)C(=O)OCC